4-((6-Nitropyridin-3-yl)oxy)-2-(1H-pyrazol-1-yl)pyridine [N+](=O)([O-])C1=CC=C(C=N1)OC1=CC(=NC=C1)N1N=CC=C1